methyl (1S,3r)-3-(((S)-1-(4-((2-chloro-7-((S)-1-methoxyethyl)-[1,2,4]triazolo[1,5-a]pyrimidin-6-yl)amino)phenyl)-2,2,2-trifluoroethyl)(methyl)carbamoyl)cyclobutane-1-carboxylate ClC1=NN2C(N=CC(=C2[C@H](C)OC)NC2=CC=C(C=C2)[C@@H](C(F)(F)F)N(C(=O)C2CC(C2)C(=O)OC)C)=N1